COC(=O)C1=C(NC(=C1)C1=C2C(=NC=C1)N(C=C2)S(=O)(=O)C2=CC=CC=C2)C2=C(C=C(C=C2)OC(F)F)Cl 2-[2-chloro-4-(difluoromethoxy)phenyl]-5-[1-(benzenesulfonyl)-1H-pyrrolo[2,3-b]pyridin-4-yl]-1H-pyrrole-3-carboxylic acid methyl ester